N1C(OCC=2C=NC=3N=CC=CC3C21)=O 1,4-dihydro-2H-[1,3]oxazino[5,4-c][1,8]Naphthyridin-2-one